FC1=C(CC2CCN(CC2)CCCNC(OC(C)(C)C)=O)C=CC=C1 Tert-butyl (3-(4-(2-fluorobenzyl)piperidin-1-yl)propyl)carbamate